1-(3-chloro-2-hydroxymethylphenyl)-3-(2,6-dichloropyridin-4-yl)urea ClC=1C(=C(C=CC1)NC(=O)NC1=CC(=NC(=C1)Cl)Cl)CO